tert-butyl (6aR,9R)-9-(bis(ethyl-d5)carbamoyl)-7-(methyl-d3)-6a,7,8,9-tetrahydroindolo[4,3-fg]quinoline-4(6H)-carboxylate C(C([2H])([2H])[2H])([2H])([2H])N(C(=O)[C@H]1CN([C@@H]2CC=3C4=C(C2=C1)C=CC=C4N(C3)C(=O)OC(C)(C)C)C([2H])([2H])[2H])C(C([2H])([2H])[2H])([2H])[2H]